F[B-](F)(F)F.FC1N(CCOC1)F.[SH3+] Sulfonium difluoro(morpholine) tetrafluoroborate